N1(C=NC=C1)C=1C=C(N)C=C(C1)C(F)(F)F 3-(1H-imidazol-1-yl)-5-(trifluoromethyl)aniline